N-(2-fluoroethyl)fumaric acid amide FCCNC(\C=C\C(=O)O)=O